N1C(COCC1)CNC(O[C@]1(C(C1)C)C1=CC(=C(C=C1)F)C(F)(F)F)=O Methyl-(R)-(1-(4-fluoro-3-(trifluoromethyl)phenyl)cyclopropyl) (morpholin-3-ylmethyl)-Carbamat